FC(OC1=C(C(=CC=C1)F)N1N=C2C(=CC1=O)NN=C2C2=CC=C(C=C2)N2CCN(CC2)C)F 5-(2-(Difluoromethoxy)-6-fluorophenyl)-3-(4-(4-methylpiperazin-1-yl)phenyl)-1H-pyrazolo[4,3-c]pyridazin-6(5H)-on